(R)-1-(3-(2-((1-methyl-1H-pyrazol-4-yl)amino)pyrimidin-4-yl)-8-azabicyclo[3.2.1]oct-2-ene-8-carbonyl)pyrrolidine-3-carbonitrile CN1N=CC(=C1)NC1=NC=CC(=N1)C1=CC2CCC(C1)N2C(=O)N2C[C@@H](CC2)C#N